(S)-(2-(3-(benzyloxy)phenyl)propyl)phosphonic acid diethyl ester C(C)OP(OCC)(=O)C[C@@H](C)C1=CC(=CC=C1)OCC1=CC=CC=C1